O1CCN(CC1)C=1C2=C(N=C(N1)NC1=NNC(=C1)C1=CC=CC=C1)C=C(O2)C=2C=NC=CC2 4-morpholino-N-(5-phenyl-1H-pyrazol-3-yl)-6-(3-pyridyl)furo[3,2-d]pyrimidin-2-amine